3-(1-(4-fluorophenyl)-6-methyl-1H-indazol-5-yl)-4-isobutyl-1-((2-methyl-2H-1,2,3-triazol-4-yl)sulfonyl)piperazin-2-one FC1=CC=C(C=C1)N1N=CC2=CC(=C(C=C12)C)C1C(N(CCN1CC(C)C)S(=O)(=O)C1=NN(N=C1)C)=O